4-Aminobutan-1-ol NCCCCO